methyl 5-bromo-1-(cyanomethyl)-3-(trifluoromethyl)-1H-pyrrole-2-carboxylate BrC1=CC(=C(N1CC#N)C(=O)OC)C(F)(F)F